6,8-dioxabicyclo[3.2.1]octane-2,3-diol C12C(C(CC(OC1)O2)O)O